O1C(=NC2=C1C=CC=C2)C2(CCN(CC2)C2=C(C(N(C1=CC=CC=C21)C)=O)C#N)CC 4-[4-(1,3-Benzooxazol-2-yl)-4-ethylpiperidin-1-yl]-1-methyl-2-oxo-1,2-dihydroquinoline-3-carbonitrile